3-(4-fluorophenyl)-3-hydroxy-N-(1-(3-(trifluoromethyl)phenyl)cyclopropyl)-butanamide FC1=CC=C(C=C1)C(CC(=O)NC1(CC1)C1=CC(=CC=C1)C(F)(F)F)(C)O